6-(1-((2,3-dihydrobenzofuran-5-yl)sulfonyl)piperidin-4-yl)-7-methyl-[1,2,4]triazolo[1,5-a]pyridine O1CCC2=C1C=CC(=C2)S(=O)(=O)N2CCC(CC2)C=2C(=CC=1N(C2)N=CN1)C